C(C1=CC=CC=C1)C(CCCNC(=O)C1=CC=C2C(=CC(=NC2=C1)C1=CC=C(C=C1)F)Cl)C(=O)N1CCC(CC1)(CN1C=NC2=CC(=CC=C2C1=O)NC(CCN1CCN(CC1)C)=O)O N-(4-benzyl-5-(4-hydroxy-4-((7-(3-(4-methylpiperazin-1-yl)propanamido)-4-oxoquinazolin-3(4H)-yl)methyl)piperidin-1-yl)-5-oxopentyl)-4-chloro-2-(4-fluorophenyl)quinoline-7-carboxamide